C(C)C1=C(C=C(C(=O)O)C=C1)S(NC1=C(C=CC(=C1)C=1N=NNC1)N1CCCCC1)(=O)=O 4-ethyl-3-(N-(2-(piperidin-1-yl)-5-(1,2,3-triazol-4-yl)phenyl)sulfamoyl)benzoic acid